dihydro-5H-cyclopenta[c]pyridine C1NC=CC2=C1C=CC2